Cl.NC(C(=O)N1CCN(CC1)C(=O)NC1=NC(N(C=C1)C1=CC(=C(C=C1)CCN1CC2(CC2CC1)N)C)=O)(C)C 4-(2-Amino-2-methylpropanoyl)-N-(1-(4-(2-(1-amino-3-azabicyclo[4.1.0]heptan-3-yl)ethyl)-3-methylphenyl)-2-oxo-1,2-dihydropyrimidin-4-yl)piperazine-1-carboxamide Hydrochloride Salt